CC1=C(C=C(C=C1)NC(=O)C1=CC(=NC=C1)C(F)(F)F)C1=CC(=NC(=C1)N1CCOCC1)C#C[C@H](C)NC(OC(C)(C)C)=O tert-butyl N-[(2S)-4-(4-{2-methyl-5-[2-(trifluoromethyl)pyridine-4-amido]phenyl}-6-(morpholin-4-yl)pyridin-2-yl)but-3-yn-2-yl]carbamate